FC(C(C(C(C(C(C(C(C(C(C(C(C(F)(F)F)(F)F)(F)F)(F)F)(F)F)(F)F)(F)F)(F)F)(F)F)(F)F)(F)F)(F)F)([Si](Cl)(Cl)Cl)F perfluorotridecyl-trichlorosilane